C(\C=C(\C)/CCC=C(C)C)CC(C)=CCC\C(\C)=C\CO (2Z,6Z,10Z)-Geranylgeraniol